N-hydroxyethylpiperazine-N'-ethanesulfonic acid OCCN1CCN(CC1)CCS(=O)(=O)O